COC1=C(C=CC=C1)C1=CC=C(C=C1)NC(C[C@H]1CCN(C1)C=1C2=C(N=C(N1)C)C1=C(O2)C=CC=C1)=O (2S,4R)-4-(2-((2'-methoxy-[1,1'-biphenyl]-4-yl)amino)-2-oxoethyl)-1-(2-methylbenzofuro[3,2-d]pyrimidin-4-yl)pyrrolidine